4,6-bis(octylthiomethyl)-6-methylphenol C(CCCCCCC)SCC=1C=CC(C(C1)(C)CSCCCCCCCC)O